2-(cyclopropylamino)-8-(4-(difluoromethoxy)phenyl)-6-(2-(hydroxymethyl)-2-methyl-2,3-dihydrobenzofuran-5-yl)pteridin-7(8H)-one C1(CC1)NC1=NC=2N(C(C(=NC2C=N1)C=1C=CC2=C(CC(O2)(C)CO)C1)=O)C1=CC=C(C=C1)OC(F)F